O=C1N([C@@H]2CC[C@H](N1C2)C(NS(=O)(=O)C2=NC=CC=C2)=N)OS(=O)(=O)[O-] (2S,5R)-7-oxo-2-(N-(pyridin-2-ylsulfonyl) carbamimidoyl)-1,6-diazabicyclo[3.2.1]oct-6-ylsulfate